OCC1=C(C=C(C2=C1CCO2)C2=CC=C(C=C2)OC(F)(F)F)CC(C(=O)N)=C ((4-(hydroxymethyl)-7-(4-(trifluoromethoxy)phenyl)-2,3-dihydrobenzofuran-5-yl)methyl)acrylamide